(RS)-1-(β-allyloxy-2,4-dichlorophenethyl)imidazole C(C=C)O[C@@H](CN1C=NC=C1)C1=C(C=C(C=C1)Cl)Cl |r|